tert-butyl 2-((3-(4-pentylphenyl)-1,2,4-oxadiazol-5-yl)methyl)acrylate C(CCCC)C1=CC=C(C=C1)C1=NOC(=N1)CC(C(=O)OC(C)(C)C)=C